NC1=NC=CC=C1C1=NC=2C(=NC(=CC2)C2=C(C=NC=C2)F)N1C1=CC=C(CN2CCC(CC2)NC2=NC(=NC=C2)C#N)C=C1 4-((1-(4-(2-(2-aminopyridin-3-yl)-5-(3-fluoropyridin-4-yl)-3H-imidazo[4,5-b]pyridin-3-yl)benzyl)piperidin-4-yl)amino)pyrimidine-2-carbonitrile